1-oxa-9-azaspiro[5.5]undecane O1CCCCC12CCNCC2